FC1=CC=C(N(C)[C@@H]2C[C@@H](N(C[C@H]2C)C2=CC(N(C=3C=CC(=NC23)C#N)C)=O)C)C=C1 8-[(2S,4R,5R)-4-(4-fluoro-N-methyl-anilino)-2,5-dimethyl-1-piperidyl]-5-methyl-6-oxo-1,5-naphthyridine-2-carbonitrile